1-(2-cyanophenyl)-3-[1-(4-fluorophenyl)-5-oxopyrrolidin-3-yl]urea C(#N)C1=C(C=CC=C1)NC(=O)NC1CN(C(C1)=O)C1=CC=C(C=C1)F